bromo-furoic acid BrC1=C(OC=C1)C(=O)O